ClC1=C(C=C(OC2=C(C=C(COC3=NC(N(C(=C3)N3CCCC3)C)=O)C=C2)F)C=C1)C(F)(F)F 4-((4-(4-chloro-3-(trifluoromethyl)phenoxy)-3-fluorobenzyl)oxy)-1-methyl-6-(pyrrolidin-1-yl)pyrimidin-2(1H)-one